FC=1C=C(C=C(C1)F)C=1C=C2CN(CC2=CC1)C(CN1N=C(N=C1)C#N)=O 1-(2-(5-(3,5-difluorophenyl)isoindolin-2-yl)-2-oxoethyl)-1H-1,2,4-triazole-3-carbonitrile